C(C1=CC=CC=C1)OC1=CC=C2C(=C(N=C(C2=C1)Cl)Cl)C1=CC(=C(C=C1)F)C 7-benzyloxy-1,3-dichloro-4-(4-fluoro-3-methyl-phenyl)isoquinoline